P(=O)(O)(O)O.FC=1C=C(C=CC1C=1C=NC(=CC1)C=1N=NN(N1)CC)N1C(O[C@@H](C1)C(CC)O)=O (S)-3-(3-fluoro-4-(6-(2-ethyl-2H-tetrazol-5-yl)pyridin-3-yl)phenyl)-5-(1-hydroxypropyl)oxazolidin-2-one phosphate